FC(C1=NC2=CC(=C(C=C2C(N1)=O)OC)OC)F 2-(Difluoromethyl)-6,7-dimethoxyquinazolin-4(3H)-one